FC1=C(C=CC(=C1)OC1=CC(=NC=C1)N1C[C@H](OCC1)COC)NC1=NC=NC2=CC(=C(C=C12)NC1CCN(CC1)C(C=C)=O)OC (S)-1-(4-((4-((2-fluoro-4-((2-(2-(methoxymethyl)morpholino)pyridin-4-yl)oxy)phenyl)amino)-7-methoxyquinazolin-6-yl)amino)piperidin-1-yl)prop-2-en-1-one